OCCOCCOCCOCCOCCOCCOCCN(C(OC(C)(C)C)=O)C tert-butyl N-[2-[2-[2-[2-[2-[2-(2-hydroxyethoxy)ethoxy]ethoxy] ethoxy]ethoxy]ethoxy]ethyl]-N-methyl-carbamate